[[2-[(2R,4R,5S)-4,5-dimethyl-2-phenyl-1-piperidyl]-2-oxo-acetyl]amino]pyridine-3-carboxamide C[C@@H]1C[C@@H](N(C[C@H]1C)C(C(=O)NC1=NC=CC=C1C(=O)N)=O)C1=CC=CC=C1